C=1([O-])C([O-])=CC=CC1.[Ca+2] calcium catecholate